Benzyl N-[(1S)-2,2-dicyclopropyl-1-{5-[(2S,4R)-4-(difluoromethyl)-4-hydroxypiperidin-2-yl]-1H-imidazo[4,5-b]pyridin-2-yl}ethyl]carbamate trifluoroacetic acid salt FC(C(=O)O)(F)F.C1(CC1)C([C@@H](C=1NC=2C(=NC(=CC2)[C@H]2NCC[C@](C2)(O)C(F)F)N1)NC(OCC1=CC=CC=C1)=O)C1CC1